(R)-2,5,7-trimethyl-6-(pyrrolidin-3-ylmethyl)-[1,2,4]Triazolo[1,5-a]Pyrimidine CC1=NN2C(N=C(C(=C2C)C[C@H]2CNCC2)C)=N1